C(C)(C)(C)OC(=O)NNCCNC(=O)OCC1=CC=CC=C1.CN(C1=CC=C(C=C1)NC(CCC)=O)[SH4]OOC N-{4-[methyl-(methyldioxy-λ6-thio)amino]phenyl}butanamide tert-butyl-2-(2-(((benzyloxy)carbonyl)amino)ethyl)hydrazine-1-carboxylate